C(C1=CN=CC=C1)(=O)N1CCC(CC1)C(=O)N1N=CCC1C1=CC=CC=C1 (1-nicotinoylpiperidin-4-yl)(5-phenyl-4,5-dihydro-1H-pyrazol-1-yl)methanone